N-[[2-chloro-5-[(2S)-2-(trifluoromethylsulfonylamino)propoxy]-3-pyridyl]methyl]cyclopropanecarboxamide ClC1=NC=C(C=C1CNC(=O)C1CC1)OC[C@H](C)NS(=O)(=O)C(F)(F)F